2-(4-fluorophenyl)-6-fluoro-quinoline-4-carboxylic acid FC1=CC=C(C=C1)C1=NC2=CC=C(C=C2C(=C1)C(=O)O)F